CC(C[C@H](NC([C@H](CC1=CC=CC=C1)NC(=O)C1=NC=CN=C1)=O)B1OC(C[C@@](O1)(C(=O)O)CC(=O)NC)=O)C (R)-2-((R)-3-methyl-1-((S)-3-phenyl-2-(pyrazine-2-carboxamido)propanamido)butyl)-4-(2-(methylamino)-2-oxoethyl)-6-oxo-1,3,2-dioxaborinane-4-carboxylic acid